COC(CCCSSCCCC(OC)=N)=N dimethyl-4,4'-dithiobisbutyrimidate